C(C)(C)(C)OC(=O)N1C2(CC2)C[C@H](CC1)C=1SC(=C(C1)C(N)=O)N (+)-(7S)-7-(5-Amino-4-carbamoyl-2-thienyl)-4-azaspiro[2.5]octane-4-carboxylic acid tert-butyl ester